2,6-bis(2-hydroxy-5-methyl-benzyl)-4-methylphenol OC1=C(CC2=C(C(=CC(=C2)C)CC2=C(C=CC(=C2)C)O)O)C=C(C=C1)C